2-(methylsulfonyl)pyrimidine-4-carboxylic acid methyl ester COC(=O)C1=NC(=NC=C1)S(=O)(=O)C